4-(3-chloro-2-(1-ethyl-3-(trifluoromethyl)-1H-pyrazol-4-yl)phenyl)thieno[2,3-c]pyridine-2-carbonitrile ClC=1C(=C(C=CC1)C1=C2C(=CN=C1)SC(=C2)C#N)C=2C(=NN(C2)CC)C(F)(F)F